[Cu].[Zn].[Cd] cadmium-zinc-copper